N1C(C=CC=C1)=NN 1H-pyridin-2-one hydrazone